1-benzyl 51,55,57-tri-tert-butyl (51S,55S)-16,32,48,53-tetraoxo-3,6,9,12,19,22,25,28,35,38,41,44-dodecaoxa-15,31,47,52,54-pentaazaheptapentacontane-1,51,55,57-tetracarboxylate O=C(NCCOCCOCCOCCOCCC(=O)OCC1=CC=CC=C1)CCOCCOCCOCCOCCNC(CCOCCOCCOCCOCCNC(CC[C@H](NC(N[C@@H](CCC(=O)OC(C)(C)C)C(=O)OC(C)(C)C)=O)C(=O)OC(C)(C)C)=O)=O